(S)-2-(5,6-Dihydro-4H-cyclopenta[d]thiazol-2-yl)-2-[(S)-2-(methoxy-carbonyl)-3-phenylpropanamidoethyl]phenylsulfamic acid S1C(=NC2=C1CCC2)C2([C@H](C=CC=C2)NS(O)(=O)=O)CCNC([C@H](CC2=CC=CC=C2)C(=O)OC)=O